1,5-dichloro-9,10-bis(phenylethynyl)anthracene ClC1=CC=CC2=C(C3=C(C=CC=C3C(=C12)C#CC1=CC=CC=C1)Cl)C#CC1=CC=CC=C1